[3-({8-methoxy-1-methyl-5H-pyrido[4,3-b]indol-7-yl}oxy)propyl]dimethylamine hydrochloride Cl.COC1=CC=2C3=C(NC2C=C1OCCCN(C)C)C=CN=C3C